4-[[4-[2,5-bis[4-(dimethylamino)butanoylamino]pentanoylamino]-5-(4-dodecanoyloxybutylamino)-5-oxo-pentanoyl]amino]butyl dodecanoate C(CCCCCCCCCCC)(=O)OCCCCNC(CCC(C(=O)NCCCCOC(CCCCCCCCCCC)=O)NC(C(CCCNC(CCCN(C)C)=O)NC(CCCN(C)C)=O)=O)=O